CNC(=O)C1CC2=CC=3C(C4=CC=CC=C4C(C3C=C2CC1)=O)=O N-methyl-6,11-dioxo-1,2,3,4,6,11-hexahydrotetracene-2-carboxamide